ClC=1C=CC=C2C=CNC12 7-chloroindole